benzyl (R)-2-(imino(methoxy)methyl)pyrrolidine-1-carboxylate N=C([C@@H]1N(CCC1)C(=O)OCC1=CC=CC=C1)OC